FC(CC(N1N=CC2=CC(=CC=C12)C1=CC=C(C=C1)C(F)(F)F)C1=CC=C(C(=O)N)C=C1)(C)C 4-(3-fluoro-3-methyl-1-(5-(4-(trifluoromethyl)phenyl)-1H-indazol-1-yl)butyl)benzamide